(2R)-3-amino-1,1-difluoropropan-2-ol hydrochloride Cl.NC[C@H](C(F)F)O